C(C)(C)(C)OC(=O)N(C(OC(C)(C)C)=O)C=1N(N=C2C=C(C=CC12)[N+](=O)[O-])CC1=C(C=CC=C1)OC tert-butyl N-tert-butoxycarbonyl-N-[2-[(2-methoxyphenyl)methyl]-6-nitro-indazol-3-yl]carbamate